Ethyl 4-[2-(dimethylamino) ethylamino]benzoate CN(CCNC1=CC=C(C(=O)OCC)C=C1)C